NC1=NC=2C=NC(=CC2C2=C1C=NN2C)C(=O)N2[C@@H]1[C@H](OCC2)CC=2C=C(C=CC21)Br (4-amino-1-methyl-1H-pyrazolo[4,3-c][1,7]naphthyridin-8-yl)((4aS,9aR)-7-bromo-2,3,9,9a-tetrahydroindeno[2,1-b][1,4]oxazin-4(4aH)-yl)methanone